C(\C=C\C(=O)O)(=O)O.NC(C#N)C aminopropionitrile fumarate salt